2-(3,4,5-trimethoxybenzamido)benzamide COC=1C=C(C(=O)NC2=C(C(=O)N)C=CC=C2)C=C(C1OC)OC